COC=1C=C(C=CC1N1CCC(CC1)N1CCN(CC1)C)NC=1N=C(C2=C(N1)C=CS2)N2OCC[C@H]2C2=CC=CC=C2 (S)-N-(3-methoxy-4-(4-(4-methylpiperazin-1-yl)piperidin-1-yl)phenyl)-4-(3-phenylisooxazolidin-2-yl)thieno[3,2-d]pyrimidin-2-amine